FC=1C=C2C(=CC=NC2=CC1)C1CCC(CC1)C(C)C1=NC2=C(N1)C=C(C=C2)O 2-(1-((1S,4S)-4-(6-fluoroquinolin-4-yl)cyclohexyl)ethyl)-1H-benzo[d]Imidazol-6-ol